(S)-4-chloro-N-(8,9-difluoro-6-oxo-1,4,5,6-tetrahydro-2H-pyrano[3,4-c]isoquinolin-1-yl)-6-fluoro-N-methyl-1H-indole-2-carboxamide ClC1=C2C=C(NC2=CC(=C1)F)C(=O)N(C)[C@@H]1COCC=2NC(C=3C=C(C(=CC3C21)F)F)=O